2-(1-(4-chlorophenyl)vinyl)-4,4,5,5-tetramethyl-1,3,2-dioxaborolane ClC1=CC=C(C=C1)C(=C)B1OC(C(O1)(C)C)(C)C